CNC1CC(C1)OC1=C(C=CC=C1)C1=CC(=NN1)NC=1N=CC(=NC1)C#N 5-((5-(2-((1r,3r)-3-(methylamino)cyclobutoxy)phenyl)-1H-pyrazol-3-yl)amino)pyrazine-2-carbonitrile